N-((3-bromophenyl)(ethyl)(oxo)-λ6-sulfaneylidene)-4-(5-(trifluoromethyl)-1,2,4-oxadiazol-3-yl)benzamide BrC=1C=C(C=CC1)S(=NC(C1=CC=C(C=C1)C1=NOC(=N1)C(F)(F)F)=O)(=O)CC